C1(CC1)C=1C=C(C(=O)N[C@@H](C)C=2C=NC=CN2)C=C(C1)OC(F)(F)F 3-{(1S)-1-[3-Cyclopropyl-5-(trifluoromethoxy)benzamido]ethyl}pyrazin